N-(4-(N,N-bis(4-methoxybenzyl)sulfamoyl)-1-(4-fluorophenyl)-1H-indazol-6-yl)-2-(2-chlorophenyl)acetamide COC1=CC=C(CN(S(=O)(=O)C2=C3C=NN(C3=CC(=C2)NC(CC2=C(C=CC=C2)Cl)=O)C2=CC=C(C=C2)F)CC2=CC=C(C=C2)OC)C=C1